N1[C@@H](CSC1)C(=O)O thioproline